5-[2-[(1S)-1-methoxyethyl]pyridin-3-yl]-2,2-dimethyl-5-oxopentanoic acid CO[C@@H](C)C1=NC=CC=C1C(CCC(C(=O)O)(C)C)=O